(2R,4R)-N1-(5-chloropyridin-2-yl)-N2-(5-((+)-3-cyclopropyl-1-(ethylamino)-1-phenylpropyl)-2-fluorophenyl)-4-methoxypyrrolidine-1,2-dicarboxamide ClC=1C=CC(=NC1)NC(=O)N1[C@H](C[C@H](C1)OC)C(=O)NC1=C(C=CC(=C1)C(CCC1CC1)(C1=CC=CC=C1)NCC)F